NC=1N=CC(=NC1OC(C)C1=C(C=CC=C1Cl)Cl)C=1C=C(C=CC1)C(=O)N1CCC(CC1)N1CCCC1 (3-{5-amino-6-[1-(2,6-dichloro-phenyl)-ethoxy]-pyrazin-2-yl}-phenyl)-(4-pyrrolidin-1-yl-piperidin-1-yl)-methanone